NCCOCCOCCCC1=CC=C2C3=C(N(C2=C1)C1C(NC(CC1)=O)=O)N=CC=C3 3-[7-[3-[2-(2-Aminoethoxy)ethoxy]propyl]pyrido[2,3-b]indol-9-yl]piperidine-2,6-dione